1,2-dihydroindenopyrrole N1CC=C2C1=CC=1C=CC=CC12